ClC=1C=C(NC2(CCC3(C(CC4=CC=CC=C34)C3=C(C=C(C=C3)OC)Cl)CC2)C(=O)O)C=CC1 (1r,4r)-4-(3-Chloroanilino)-2'-(2-chloro-4-methoxyphenyl)-2',3'-dihydrospiro[cyclohexane-1,1'-indene]-4-carboxylic acid